C(C)(C)(C)OC(=O)N1CC(C(CC1)CCC)C(N(C)OC)=O 3-(methoxy(methyl)carbamoyl)-4-propylpiperidine-1-carboxylic acid tert-butyl ester